C(C)OC(=O)[C@H]1[C@@H](C1)C1=CC(=CC=C1)Br |r| Racemic-(1R,2R)-2-(3-bromophenyl)cyclopropane-1-carboxylic acid ethyl ester